O1C(=CC2=C1C=CC=C2)C(/C=C/C2=CC(=C(OC(C(=O)OC(C)(C)C)(C)C)C(=C2)C)C)=O tert-butyl (E)-2-(4-(3-(benzofuran-2-yl)-3-oxoprop-1-en-1-yl)-2,6-dimethylphenoxy)-2-methylpropanoate